CN(C/C=C/C(=O)N1C(C=2N(CC1)N=C(C2C2=C1C(=NC=C2)NC=C1C)C1=CC=C(C=C1)C(F)(F)F)C)C (E)-4-(dimethylamino)-1-(4-methyl-3-(3-methyl-1H-pyrrolo[2,3-b]pyridin-4-yl)-2-(4-(trifluoromethyl)phenyl)-6,7-dihydropyrazolo[1,5-a]pyrazin-5(4H)-yl)but-2-en-1-one